2-[5,7-difluoro-2-(4-fluorophenyl)-1H-indol-3-yl]-N-methyl-ethylamine (trifluoroacetate) FC(C(=O)O)(F)F.FC=1C=C2C(=C(NC2=C(C1)F)C1=CC=C(C=C1)F)CCNC